ClC1=CC=C(\C=N\N2C=NN=C2COC2=CC=CC=C2)C=C1 (E)-4-((4-chlorobenzylidene)amino)-5-(phenoxymethyl)-4H-1,2,4-triazole